BrC=1C=C(C=C2C(=NC=NC12)NC(C)C=1N(N=CN1)C1=NC=CC=N1)C(F)(F)F 8-bromo-N-[1-(2-pyrimidin-2-yl-1,2,4-triazol-3-yl)ethyl]-6-(trifluoromethyl)quinazolin-4-amine